N'-hydroxy-5-methoxycarbonyl-6-[1-methyl-5-(trifluoromethyl)benzimidazol-2-yl]pyridin-2-carboxamidine ON=C(N)C1=NC(=C(C=C1)C(=O)OC)C1=NC2=C(N1C)C=CC(=C2)C(F)(F)F